NC=1C=CC(=NC1)N1C=CC2=CC(=CC=C12)NC=1C=C(C=CC1)C 1-(5-Aminopyridin-2-yl)-N-(m-tolyl)-1H-indol-5-amine